CC=1N(C(=CN1)[N+](=O)[O-])CCO 2-(2-methyl-5-nitro-1H-imidazol-1-yl)ethanol